ClC1=NC(=CC(=C1)C)N1N=CC(=C1)C(=O)N1CCC(CC1)C(F)(F)F 2-chloro-4-methyl-6-{4-[4-(trifluoromethyl)piperidine-1-carbonyl]-1H-pyrazol-1-yl}pyridine